N1=CC=C(C=C1)CC1=C(C(=O)N)C=CC=C1 [(pyridin-4-yl)methyl]benzamide